C1(=CC=CC=C1)[C@@H]1N(CCC2=CC=CC=C12)C([O-])=S (S)-1-phenyl-3,4-dihydroisoquinoline-2(1H)-carbothioate